(2,5-norbornadienyl)dimethylplatinum C12(C=CC(C=C1)C2)[Pt](C)C